tert-Butyl (2-(3-(2-((8-carbamoylbenzo[c][2,6]naphthyridin-5-yl)amino)ethyl)-1,2,4-oxadiazol-5-yl)ethyl)((2-chloro-[1,1'-biphenyl]-4-yl)methyl)carbamate C(N)(=O)C=1C=CC2=C(N=C(C3=CC=NC=C23)NCCC2=NOC(=N2)CCN(C(OC(C)(C)C)=O)CC2=CC(=C(C=C2)C2=CC=CC=C2)Cl)C1